ClC1=C(COC2=C3CCN(C(C3=CC=C2)=O)C)C=CC(=C1)C(F)(F)F 5-((2-chloro-4-(trifluoromethyl)benzyl)oxy)-2-methyl-3,4-dihydroisoquinolin-1(2H)-one